5-(1-methanesulfonylcyclopropyl)furan-2-carboxamide CS(=O)(=O)C1(CC1)C1=CC=C(O1)C(=O)N